1-(o-tolylsulfonyl)N-(benzo[d]thiazol-5-yl)-piperidine-4-carboxamide C1(=C(C=CC=C1)S(=O)(=O)N1CCC(CC1)C(=O)NC=1C=CC2=C(N=CS2)C1)C